C(CC(O)(C(=O)[O-])CC(=O)[O-])(=O)[O-].[NH4+].[NH4+].[NH4+] Triammonium Citrate